N[C@@H]1CC=CC[C@H]1C1=C(C=2N=C(N=C(C2S1)NCC1=C(C=NC=C1)F)Cl)Cl 6-((1r,6r)-6-aminocyclohex-3-en-1-yl)-2,7-dichloro-N-((3-fluoropyridin-4-yl)methyl)thieno[3,2-d]pyrimidin-4-amine